C(C)OC(=O)C=1C(C=C2N(C(CC3=CC(=C(C=C23)OC)C=2C=NN(C2)C(C(=O)OCC)(C)C)C(C)(C)C)C1)=O 6-tert-butyl-9-[1-(1-ethoxy-2-methyl-1-oxopropan-2-yl)-1H-pyrazol-4-yl]-10-methoxy-2-oxo-6,7-dihydro-2H-pyrido[2,1-a]isoquinoline-3-carboxylic acid ethyl ester